(Z)-N-[2-[3-chloro-5-(cyclopropylethynyl)pyridin-2-yl]-2-(isopropylhydroxyimino)ethyl]-3-(difluoromethyl)-1-methyl-1H-pyrazole-4-carboxamide hydrochloride Cl.ClC=1C(=NC=C(C1)C#CC1CC1)\C(\CNC(=O)C=1C(=NN(C1)C)C(F)F)=N/OC(C)C